(2-(thiophen-2-yl)ethyl)carbamic acid phenyl ester C1(=CC=CC=C1)OC(NCCC=1SC=CC1)=O